2-methyl-2-(4-methyl-3-pentenyl)-2,6-dihydro-5H-pyrano[3,2-c]quinolin-5-one CC1(C=CC=2C(NC=3C=CC=CC3C2O1)=O)CCC=C(C)C